6,7-Dimethoxypyrido[3,2-d]pyrimidin-4-ol COC=1C(=CC=2N=CN=C(C2N1)O)OC